1-{9-[Methyl(7H-pyrrolo[2,3-d]pyrimidin-4-yl)amino]-3-azaspiro[5.5]undecan-3-carbonyl}cyclopropancarbonitril CN(C1CCC2(CCN(CC2)C(=O)C2(CC2)C#N)CC1)C=1C2=C(N=CN1)NC=C2